(S)-N-(3-chloro-4-fluorobenzyl)-N-(1-hydroxy-3-(octadecyloxy)propan-2-yl)acetamide p-Nitrophenyl-phosphate disodium salt [Na+].[Na+].[N+](=O)([O-])C1=CC=C(C=C1)OP(=O)([O-])[O-].ClC=1C=C(CN(C(C)=O)[C@@H](CO)COCCCCCCCCCCCCCCCCCC)C=CC1F